ClC=1C=C(C=CC1Cl)NC(=O)N1C2CCC1CC=1N=C(N=CC12)C N-(3,4-dichlorophenyl)-2-methyl-6,7,8,9-tetrahydro-5H-5,8-epiminocyclohepta[d]-pyrimidine-10-carboxamide